1-(1-pentoxyethoxy)-propan-2-amine C(CCCC)OC(C)OCC(C)N